(E)-3-(5-bromo-2-oxoacenaphthylene-1(2H)-ylidene)piperidine-2,6-dione BrC1=CC=C2C(\C(\C=3C=CC=C1C32)=C/3\C(NC(CC3)=O)=O)=O